CC1=C(C=CC=2N=C(SC21)NC2=NC=CC(=C2)CN2CCCC2)C2=CC=NC=C2 7-methyl-6-(pyridin-4-yl)-N-(4-(pyrrolidin-1-ylmethyl)pyridin-2-yl)benzo[d]thiazol-2-amine